NC([C@H](C)NC1=CC(=NC(=N1)C1=CC=C(C=C1)OC1=C2C=NN(C2=C(C=C1)F)C)C(=O)N)=O (S)-6-((1-amino-1-oxopropan-2-yl)amino)-2-(4-((7-fluoro-1-methyl-1H-indazol-4-yl)oxy)phenyl)pyrimidine-4-carboxamide